CC1=C(C=2N(N=C1N1CC=3C=C(C=NC3CC1)C=1C=NC(=NC1)C)C=NN2)C 6-(7,8-dimethyl-[1,2,4]triazolo[4,3-b]pyridazin-6-yl)-3-(2-methylpyrimidin-5-yl)-7,8-dihydro-5H-1,6-naphthyridine